C1(CC1)C1N(C=CC=N1)C cyclopropyl-N-methylpyrimidine